2-[4-[2-[2-[4-[4-[4-[3-(2-Hydroxy-4-methylphenyl)-3-oxoprop-1-enyl]phenoxy]butyl]triazol-1-yl]ethoxy]ethoxy]phenyl]chromen-4-one OC1=C(C=CC(=C1)C)C(C=CC1=CC=C(OCCCCC=2N=NN(C2)CCOCCOC2=CC=C(C=C2)C=2OC3=CC=CC=C3C(C2)=O)C=C1)=O